CC1(NC(C2=CC=C(C=C12)NC1=NC=C(C(=N1)N[C@H](CO)C1=CC=NC=C1)C(=O)NN)=O)C (S)-2-((3,3-dimethyl-1-oxoisoindol-5-yl)amino)-4-((2-hydroxy-1-(pyridin-4-yl)ethyl)amino)pyrimidine-5-carbohydrazide